(S)-2-amino-N-(1-(8-ethynyl-1-oxo-2-phenyl-1,2-dihydroisoquinolin-3-yl)ethyl)pyrazolo[1,5-a]pyrimidine-3-carboxamide NC1=NN2C(N=CC=C2)=C1C(=O)N[C@@H](C)C=1N(C(C2=C(C=CC=C2C1)C#C)=O)C1=CC=CC=C1